C1(CC1)C(=O)NC1=CC(=C(N=N1)C(=O)NC([2H])([2H])[2H])NC1=C(C(=CC=C1)C1=NC=C(C=N1)S(=O)(=O)C)OC 6-(cyclopropanecarboxamido)-4-((2-methoxy-3-(5-(methylsulfonyl)pyrimidin-2-yl)phenyl)amino)-N-(methyl-d3)pyridazine-3-carboxamide